2-(2-(1-((5-bromo-2-nitropyridin-3-yl)oxy)ethyl)-4-fluorophenyl)-5-fluoropyridin BrC=1C=C(C(=NC1)[N+](=O)[O-])OC(C)C1=C(C=CC(=C1)F)C1=NC=C(C=C1)F